C[Si](C=C[SiH2]C(NCCC[Si](OCC)(OCC)OCC)NCCC[Si](OCC)(OCC)OCC)(OC)OC 1-methyldimethoxysilyl-2-bis(triethoxysilylpropylamino)methylsilylethylene